(2R,6R)-4-((R)-1-(3-fluoro-4-methylpyridin-2-yl)-3-methoxypropyl)-1-isobutyryl-6-methyl-N-(4-(3,3,3-trifluoroprop-1-yn-1-yl)benzyl)piperazine-2-carboxamide FC=1C(=NC=CC1C)[C@@H](CCOC)N1C[C@@H](N([C@@H](C1)C)C(C(C)C)=O)C(=O)NCC1=CC=C(C=C1)C#CC(F)(F)F